BrC=1C=C(CO[Si](C)(C)C)C=C(C1)Br 3,5-dibromobenzyloxy-trimethylsilane